2-[fluoro(2-fluorophenyl)acetyl]-9,9-dimethyl-8-oxo-2-azaspiro[4.5]dec-6-ene-7-carbonitrile FC(C(=O)N1CC2(CC1)C=C(C(C(C2)(C)C)=O)C#N)C2=C(C=CC=C2)F